C(CCCCCCCCCCCCCCCCC)(=O)NC1=CC=C(C(=O)NCCCC(=O)O)C=C1 4-(4-stearamidobenzamido)butyric acid